C(C=C)(=O)O.C(C=C)(=O)O.C(C=C)(=O)O.C(O)C(CC)(CO)CO tri-methylolpropane tri-acrylate